(1R,3S)-3-(5-{2-[3-(benzyloxy)-2-(1,3-dioxolan-2-yl)phenoxy] acetamido}-2H-pyrazol-3-yl)cyclopentyl N-propylcarbamate C(CC)NC(O[C@H]1C[C@H](CC1)C=1NN=C(C1)NC(COC1=C(C(=CC=C1)OCC1=CC=CC=C1)C1OCCO1)=O)=O